4-[4-[(4-octylphenyl)azo]phenoxy]butyl-dimethylethyl-ammonium bromide [Br-].C(CCCCCCC)C1=CC=C(C=C1)N=NC1=CC=C(OCCCC[N+](CC)(C)C)C=C1